lanthanum thiophenolate C1(=CC=CC=C1)[S-].[La+3].C1(=CC=CC=C1)[S-].C1(=CC=CC=C1)[S-]